(1S,4s)-4-(8-(2,6-dichloro-4-cyanophenylamino)-2-((R)-tetrahydrofuran-3-ylamino)-9H-purin-9-yl)cyclohexanecarboxamide ClC1=C(C(=CC(=C1)C#N)Cl)NC=1N(C2=NC(=NC=C2N1)N[C@H]1COCC1)C1CCC(CC1)C(=O)N